COC(CC)COC 3,4-dimethoxybutane